(3-(Cyanomethyl)-4-methylpiperazin-1-yl)-N-(2-phenoxyethyl)-1H-benzo[d]imidazole-1-carboxamide C(#N)CC1CN(CCN1C)C1=NC2=C(N1C(=O)NCCOC1=CC=CC=C1)C=CC=C2